CC1(OB(OC1(C)C)C1=CC=C(C=C1)C(=O)N1CCCCC1)C piperidin-1-yl (4-(4,4,5,5-tetramethyl-1,3,2-dioxaborol-2-yl)phenyl) ketone